2,5-dichlorothiophene-3-carboxylic acid ClC=1SC(=CC1C(=O)O)Cl